BrC=1C=C(C=CC1)C(=O)C1CC1 (3-bromophenyl)(cyclopropyl)methanone